(6-cyclopropyl-5-fluoro-imidazo[1,2-a]pyridin-2-yl)methanamine C1(CC1)C=1C=CC=2N(C1F)C=C(N2)CN